C[C@@H]1[C@H](CC)[C@]2(C[C@H]3[C@]4([C@]5(C=CCC=C5CC[C@H]4[C@@H]2C1)C)O3)C 9b,11b-epoxy-16b-methyl-pregna-1,4-diene